1-(1-((2R,3R,4S,5R)-3,4-dihydroxy-5-(hydroxymethyl)tetrahydrofuran-2-yl)-1H-imidazol-4-yl)urea O[C@H]1[C@@H](O[C@@H]([C@H]1O)CO)N1C=NC(=C1)NC(=O)N